The molecule is a 9,10-epoxyoctadecanoate that is the conjugate base of (9R,10S)-9,10-epoxyoctadecanoic acid arising from deprotonation of the carboxylic acid function; major species at pH 7.3. It is a conjugate base of a (9R,10S)-9,10-epoxyoctadecanoic acid. It is an enantiomer of a (9S,10R)-epoxyoctadecanoate. CCCCCCCC[C@H]1[C@H](O1)CCCCCCCC(=O)[O-]